((S)-1-(4-fluorophenyl)-3,4-dihydro-isoquinoline-2(1H)-yl)methanone FC1=CC=C(C=C1)[C@@H]1N(CCC2=CC=CC=C12)C=O